C(C)(C)(C)OC1=CC=C(C=C1)C[C@@H](\C=C/CC)NC(OC(C)(C)C)=O tert-butyl N-[(Z,1S)-1-[(4-tert-butoxyphenyl)methyl]pent-2-enyl]carbamate